4-(7-((R)-3-aminopiperidine-1-yl)-3-(2-fluoro-4-((S)-3-methoxypyrrolidine-1-yl)phenyl)-3H-imidazo[4,5-b]pyridine-2-yl)-3-fluorobenzonitrile N[C@H]1CN(CCC1)C1=C2C(=NC=C1)N(C(=N2)C2=C(C=C(C#N)C=C2)F)C2=C(C=C(C=C2)N2C[C@H](CC2)OC)F